3-Methoxy-3-methyl-1-butanol acetate C(C)(=O)OCCC(C)(C)OC